3-(4-(bromomethyl)phenoxy)-2-nitropyridine BrCC1=CC=C(OC=2C(=NC=CC2)[N+](=O)[O-])C=C1